6-(3-Chloro-6-(difluoromethyl)-2-fluorophenyl)-N-(1-((2-((2S)-2-((3-hydroxy-3-methylpyrrolidin-1-yl)methyl)pyrrolidin-1-yl)pyrimidin-5-yl)methyl)-1H-pyrazol-4-yl)pyrazine-2-carboxamide ClC=1C(=C(C(=CC1)C(F)F)C1=CN=CC(=N1)C(=O)NC=1C=NN(C1)CC=1C=NC(=NC1)N1[C@@H](CCC1)CN1CC(CC1)(C)O)F